OC1C2CC3(CC(CC1C3)C2)OC2=CC(=C(C=C2)NC2=NC=C(C(=N2)NC2=C(C(=O)NC)C=CC=C2C)C(F)(F)F)OC 2-((2-((4-((4-hydroxyadamantan-1-yl)oxy)-2-methoxyphenyl)amino)-5-(trifluoromethyl)pyrimidin-4-yl)amino)-N,3-dimethylbenzamide